C1CC=CNNC1 tetrahydrodiazepine